ammonium silicon dioxide [Si](=O)=O.[NH4+]